ClC1=C(C=2N=C(N=C(C2C=N1)N1C[C@@](CCC1)(O)C)OC[C@]12CCCN2[C@@H](CC1)CO)F (R)-1-(7-chloro-8-fluoro-2-(((3S,7aS)-3-(hydroxymethyl)hexahydro-1H-pyrrolizin-7a-yl)methoxy)pyrido[4,3-d]pyrimidin-4-yl)-3-methylpiperidin-3-ol